C(C)N1NC=C2N(C(=CC(=C21)O)N2[C@@H](COCC2)C)[2H] (R)-1-ethyl-5-(3-methylmorpholino)-1H-pyrazolo[4,3-b]pyridin-7-ol-4-d